COC(N[C@@H](CC\C=C\C(=O)N(C)C)C(NC=1C(N(C=CC1)CC=1NC2=NC=NC(=C2N1)OC1=CC=CC=C1)=O)=O)=O Methyl-N-[(E,1S)-6-(dimethylamino)-6-oxo-1-[[2-oxo-1-[(6-phenoxy-9H-purin-8-yl)methyl]-3-pyridyl]carbamoyl]-hex-4-enyl]carbamat